2-(1-cyclopropylpyrazol-4-yl)-4-[5-(2,4-difluorophenyl)-2-methyl-pyrido[3,4-b]pyrazin-7-yl]morpholine C1(CC1)N1N=CC(=C1)C1CN(CCO1)C1=CC=2C(=NC=C(N2)C)C(=N1)C1=C(C=C(C=C1)F)F